8-cyclohexyl-2-chloroquinazoline C1(CCCCC1)C=1C=CC=C2C=NC(=NC12)Cl